P(=O)(O)(O)O.C(C)P(C1=CC=CC=C1)C(C1=C(C=C(C=C1C)C)C)=O ethyl-(2,4,6-trimethylbenzoyl)phenylphosphine phosphate